5-ACETYL-2-HYDROXY-3-METHOXY-BENZOIC ACID C(C)(=O)C=1C=C(C(=C(C(=O)O)C1)O)OC